5-fluoro-2-((5-(2-(5-hydroxy-2-methyl-6-(methylamino)hexan-3-yl)-2,6-diazaspiro[3.4]octan-6-yl)-1,2,4-triazin-6-yl)oxy)-N,N-diisopropylbenzamide hydrochloride Cl.FC=1C=CC(=C(C(=O)N(C(C)C)C(C)C)C1)OC1=C(N=CN=N1)N1CC2(CN(C2)C(C(C)C)CC(CNC)O)CC1